9-(cyclopropylethynyl)-6,7-dihydro-4H-pyrimido[6,1-a]isoquinolin-4-one C1(CC1)C#CC=1C=C2CCN3C(C2=CC1)=CC=NC3=O